C(C)(=O)N1C[C@@H](OCC1)CC1=C(N=C2N1C=CC(=C2)C)C2=C(C=C(C=C2)N2C(NCC2)=O)C (S)-1-(4-(3-((4-acetylmorpholin-2-yl)methyl)-7-methylimidazo[1,2-a]pyridin-2-yl)-3-methylphenyl)imidazolidin-2-one